ClC=1N=CC2=C(N1)C(=NN2C2OCCCC2)C2=COC=C2 5-chloro-3-(furan-3-yl)-1-(tetrahydro-2H-pyran-2-yl)-1H-pyrazolo[4,3-d]pyrimidine